Cl.N1=CC(=CC=2CCNCC12)C(=O)OCC ethyl 5,6,7,8-tetrahydro-1,7-naphthyridine-3-carboxylate hydrochloride salt